FC=1C=C2C(=CNC2=CC1F)NC(=O)C=1N=NN(C1)C1=CC(=NC=C1)COCC(F)(F)F N-(5,6-difluoro-1H-indol-3-yl)-1-(2-((2,2,2-trifluoroethoxy)methyl)pyridin-4-yl)-1H-1,2,3-triazole-4-carboxamide